4',6,7-trihydroxyisoflavanone OC1=CC=C(C2COC3=CC(=C(C=C3C2=O)O)O)C=C1